CC1(CCC2=C(N=C(S2)C(=O)OCC)C1)C ethyl 5,5-dimethyl-6,7-dihydro-4H-1,3-benzothiazole-2-carboxylate